N-(1-(6-methoxypyridin-3-yl)ethyl)-1H-pyrazole-1-carboxamide COC1=CC=C(C=N1)C(C)NC(=O)N1N=CC=C1